[Na+].[Na+].S(=O)(=O)([O-])CCCSSCCCS(=O)(=O)[O-] bis-(3-sulfopropyl) disulphide disodium salt